BrC=1C=C(C=CC1)[Se]C1=C(CCNC(C2=NC=CC=C2)=O)C(=CC=C1)C N-(2-((3-bromophenyl)selanyl)-6-methylphenethyl)picolinamide